FC1=C2C=CN(C2=CC(=C1OC=1C=CC(=C(C1)N1N=C(C2=C1CCC2)C(C)C=2C(=C(C=CC2)CCC(=O)OCC)F)F)F)S(=O)(=O)C2=CC=C(C=C2)C ethyl 3-[3-[1-[1-[5-[4,6-difluoro-1-(p-tolylsulfonyl)indol-5-yl]oxy-2-fluoro-phenyl]-5,6-dihydro-4H-cyclopenta[c]pyrazol-3-yl]ethyl]-2-fluoro-phenyl]propanoate